C1(CC1)OC=1C(=CC(=C(C#N)C1)F)CO 5-cyclopropyloxy-2-fluoro-4-(hydroxymethyl)benzonitrile